FC=1C(=NC=CC1)C1(CCC1)CNC1=NC=C(C=N1)C=1SC(=CN1)CNS(=O)(=O)C ({2-[2-({[(3-fluoro(2-pyridyl))cyclobutyl]methyl}amino)pyrimidin-5-yl](1,3-thiazol-5-yl)}methyl)(methylsulfonyl)amine